(R)-3-(4-(2-(4-((S)-2-acetoxy-3-chloropropoxy)-3,5-dibromophenyl)propan-2-yl)phenoxy)propane-1,2-diyl diacetate C(C)(=O)OC[C@@H](COC1=CC=C(C=C1)C(C)(C)C1=CC(=C(C(=C1)Br)OC[C@@H](CCl)OC(C)=O)Br)OC(C)=O